C(C)(C)(C)OC(=O)N1[C@H]2CCN([C@H]2C1)C(C)=O (1s,5s)-2-acetyl-2,6-diazabicyclo[3.2.0]heptane-6-carboxylic acid tert-butyl ester